FC=1C(=C(C=CC1F)C(=O)N1CC(C1)(O)[C@H]1[C@@H](CCCC1)O)NC1=C(C=C(C=C1)I)F |r| (±)-1-({3,4-difluoro-2-[(2-fluoro-4-iodophenyl)amino]phenyl}carbonyl)-3-[(trans)-2-hydroxycyclohexyl]azetidin-3-ol